(7R,14R)-6-(methyl-d3)-11-(1-methyl-1H-pyrazol-3-yl)-1-((triisopropylsilyl)ethynyl)-6,7-dihydro-7,14-methanobenzo[f]benzo[4,5]imidazo[1,2-a][1,4]diazocin-5(14H)-one C(N1[C@H]2C=3N([C@@H](C4=C(C1=O)C=CC=C4C#C[Si](C(C)C)(C(C)C)C(C)C)C2)C2=C(N3)C=CC(=C2)C2=NN(C=C2)C)([2H])([2H])[2H]